4-(((R)-7-hydroxy-7-methyl-6,7-dihydro-5H-cyclopenta[b]pyridin-2-yl)amino)-2-((4-(3-methyl-3,8-diazabicyclo[3.2.1]octan-8-yl)phenyl)amino)pyrimidine-5-carbonitrile O[C@@]1(CCC=2C1=NC(=CC2)NC2=NC(=NC=C2C#N)NC2=CC=C(C=C2)N2C1CN(CC2CC1)C)C